(E)-1-(2,4-Dibutoxy-6-hydroxyphenyl)-3-(4-methoxyphenyl)prop-2-en-1-one C(CCC)OC1=C(C(=CC(=C1)OCCCC)O)C(\C=C\C1=CC=C(C=C1)OC)=O